ClC1=C(C(=NC(=N1)CO)N1CCC(CC1)OC1=CC=C2CN(C(C2=C1)=O)C1CC1)C 6-((1-(6-chloro-2-(hydroxymethyl)-5-methylpyrimidin-4-yl)piperidin-4-yl)oxy)-2-cyclopropylisoindolin-1-one